(6-(isopropyl-(methyl)amino)pyridin-3-yl)ethan-1-one C(C)(C)N(C1=CC=C(C=N1)C(C)=O)C